6-[methyl-[5-methyl-6-[(Z)-[3-(2-trimethylsilylethoxymethyl)-1,3-benzothiazol-2-ylidene]amino]pyridazin-3-yl]amino]pyridine-2-carboxylate CN(C1=CC=CC(=N1)C(=O)[O-])C=1N=NC(=C(C1)C)\N=C\1/SC2=C(N1COCC[Si](C)(C)C)C=CC=C2